C(C)C1=C(C(=CC=C1)C)N1C(N=C(C2=C1N=C(C(=C2)F)C2=C(C=CC=C2O)F)N2[C@H](CN(CC2)C(C=C)=O)C)=O 1-(2-ethyl-6-methylphenyl)-6-fluoro-7-(2-fluoro-6-hydroxyphenyl)-4-((2S)-2-methyl-4-(2-propenoyl)-1-piperazinyl)pyrido[2,3-d]pyrimidin-2(1H)-one